5-(cyclopropylmethoxy)pyrazin-2-amine C1(CC1)COC=1N=CC(=NC1)N